O=C1NC2=CC=CC=C2CC12CN(CC2)C#N oxo-1',4'-dihydro-2'H-spiro[pyrrolidine-3,3'-quinoline]-1-carbonitrile